CC1CC(CC(C1)C)N 3,5-dimethylcyclohexylamine